ethyl 2-(4-imidazo[1,2-a]pyridin-7-ylpyrazol-1-yl)-2-methyl-butanoate N=1C=CN2C1C=C(C=C2)C=2C=NN(C2)C(C(=O)OCC)(CC)C